N=1C=NN2C1C1=CC=CC=C1C=C2C(=O)NCC(=O)[O-] ([1,2,4]TRIAZOLO[5,1-A]ISOQUINOLINE-5-CARBONYL)GLYCINATE